methyl-3-(hydroxymethyl)bicyclo[1.1.1]pentane-1-carboxylate COC(=O)C12CC(C1)(C2)CO